C(CCCCCCCCCCCCCCC)N1C(=C(C(C=C1)=O)O)C=O N-hexadecyl-2-formyl-3-hydroxypyridin-4-one